4-(2-(8-fluoro-2-methylimidazo[1,2-a]pyridin-6-yl)-9-methyl-4-oxo-4H-pyrido[1,2-a][1,3,5]triazin-7-yl)piperazine-1-carboxylic acid tert-butyl ester C(C)(C)(C)OC(=O)N1CCN(CC1)C=1C=C(C=2N(C(N=C(N2)C=2C=C(C=3N(C2)C=C(N3)C)F)=O)C1)C